methyl 3-(3-ethoxy-3-oxopropyl)-2-nitrobenzoate C(C)OC(CCC=1C(=C(C(=O)OC)C=CC1)[N+](=O)[O-])=O